OC1=C(C(=CC(=C1)C(F)(F)F)C)C=1C=CC=2C(N1)=NN(C2C(C)O)[C@H]2CCC(N(C2)C)=O (S)-5-(6-(2-hydroxy-6-methyl-4-(trifluoromethyl)phenyl)-3-((-)-1-hydroxyethyl)-2H-pyrazolo[3,4-b]pyridin-2-yl)-1-methylpiperidin-2-one